1-(1-benzyl-4-piperidinylacetyl)-4-hydroxypiperidine C(C1=CC=CC=C1)N1CCC(CC1)CC(=O)N1CCC(CC1)O